2-bromo-4-(1-(difluoromethoxy)ethyl)pyridine BrC1=NC=CC(=C1)C(C)OC(F)F